F[C@H]1C(NC(C[C@H]1OC1=CC=C(N=N1)C1=NC=C(C=C1O)C=1C=CC=2N(C1)N=C(N2)C)(C)C)(C)C 2-(6-{[(3S,4R)-3-fluoro-2,2,6,6-tetramethylpiperidin-4-yl]oxy}pyridazin-3-yl)-5-(2-methyl-[1,2,4]triazolo[1,5-a]pyridin-6-yl)pyridin-3-ol